(S)-1-(p-Bromoacetamidobenzyl)ethylenediaminetetraacetic acid BrCC(=O)NC1=CC=C(C[C@@H](CN(CC(=O)O)CC(=O)O)N(CC(=O)O)CC(=O)O)C=C1